8,8'-(((1S,4S)-4-hydroxy-4-meth-ylcyclohexyl)azane-diyl)bis(N,N-didec-yloctanamide) OC1(CCC(CC1)N(CCCCCCCC(=O)N(CCCCCCCCCC)CCCCCCCCCC)CCCCCCCC(=O)N(CCCCCCCCCC)CCCCCCCCCC)C